COC1=CC=C(CN2CC3(OC4=C(C2)C=NC(=C4)O)CC3)C=C1 4'-(4-Methoxybenzyl)-4',5'-dihydro-3'H-spiro[cyclopropane-1,2'-pyrido[3,4-f][1,4]oxazepin]-8'-ol